((5-amino-6-chloropyrimidin-4-yl)amino)-2'-fluoro-N,N-dimethyl-4'-(4-methyl-1,4-diazepan-1-yl)-[1,1'-biphenyl]-4-carboxamide NC=1C(=NC=NC1Cl)NC1=C(C=CC(=C1)C(=O)N(C)C)C1=C(C=C(C=C1)N1CCN(CCC1)C)F